BrC=1N=C(C=2N(C1)C=C(N2)NC(OC(C)(C)C)=O)C tert-butyl N-(6-bromo-8-methyl-imidazo[1,2-a]pyrazin-2-yl)carbamate